COC1=C(C=C(C=C1)OC)NC(=O)N1CC(CC1)(C=1SC=CN1)C1=CC(=C(C=C1)C)F N-(2,5-dimethoxyphenyl)-3-(3-fluoro-4-methylphenyl)-3-(thiazol-2-yl)pyrrolidine-1-carboxamide